13-keto-octadecadienoic acid O=C(CCCCCCCC=CC=CC(=O)O)CCCCC